(6'-chloro-[2,4'-bipyridyl]-2'-yl)-2-(pyridin-2-yl)-9H-carbazole ClC1=CC(=CC(=N1)C1=C(C=CC=2C3=CC=CC=C3NC12)C1=NC=CC=C1)C1=NC=CC=C1